C(C)N(C1=C(C=NC2=CC=C(C=C12)[N+](=O)[O-])S(=O)(=O)C1=CC=C(C=C1)CC)CC N,N-diethyl-3-((4-ethylphenyl)sulfonyl)-6-nitroquinolin-4-amine